2-(2,6-dioxopiperidin-3-yl)-N-{1-isopropyl-3-methylpyrazolo[3,4-d]pyrimidin-6-yl}-1-oxo-3H-isoindole-5-carboxamide O=C1NC(CCC1N1C(C2=CC=C(C=C2C1)C(=O)NC1=NC=C2C(=N1)N(N=C2C)C(C)C)=O)=O